(R)-3-((S)-1-(tert-butoxy)-3-(3-(2-((methylsulfonyl)oxy)ethyl)phenyl)-1-oxopropane-2-yl)pyrrolidine-1-carboxylic acid tert-butyl ester C(C)(C)(C)OC(=O)N1C[C@H](CC1)[C@@H](C(=O)OC(C)(C)C)CC1=CC(=CC=C1)CCOS(=O)(=O)C